C(CCCCCCCCCCC)(=O)OCC(COC(CCCCCCCCCCC)=O)(COC(CCCCCCCCCCC)=O)CO pentaerythritol trilaurate